OC(C)([2H])[2H] 1-hydroxyethane-1,1-d2